BrC=1N=C2C(=NC1)N=C(S2)NC(C2=CN=C(C=C2C=2N(N=C1C2C=NC=C1)C)C)=O N-(6-bromothiazolo[4,5-b]pyrazin-2-yl)-6-methyl-4-(2-methyl-2H-pyrazolo[4,3-c]pyridin-3-yl)nicotinamide